3-bromothiophene-2-carboxylic acid BrC1=C(SC=C1)C(=O)O